N-(2-(hydroxymethyl)benzyl)-4-(5-methyl-2-((1-methyl-1H-pyrazol-5-yl)amino)pyrimidin-4-yl)oxazole-2-carboxamide OCC1=C(CNC(=O)C=2OC=C(N2)C2=NC(=NC=C2C)NC2=CC=NN2C)C=CC=C1